3-((tert-butyldiphenylsilyl)oxy)propan-1-amine [Si](C1=CC=CC=C1)(C1=CC=CC=C1)(C(C)(C)C)OCCCN